C(C1=CC=CC=C1)N[C@H](CO)C(=O)[O-] N-benzyl-D-serinate